2-(2-chloroacetyl)benzimidazole ClCC(=O)C=1NC2=C(N1)C=CC=C2